trans-2,3,5,4-tetrahydroxystilbene OC1=C(C=C(C(=C1O)O)O)\C=C\C1=CC=CC=C1